N-((R)-1-(2-(1-(6-bromopyrrolo[2,1-f][1,2,4]triazin-4-yl)-1,2,3,6-tetrahydropyridin-4-yl)pyrimidin-5-yl)-1-(2,4-difluorophenyl)ethyl)-2-methylpropane-2-sulfinamide BrC=1C=C2C(=NC=NN2C1)N1CCC(=CC1)C1=NC=C(C=N1)[C@](C)(C1=C(C=C(C=C1)F)F)NS(=O)C(C)(C)C